1,3-dichloro-5-(chloromethyl)-2-fluorobenzene ClC1=C(C(=CC(=C1)CCl)Cl)F